4,6-dimethyl-2,4,6-tri(4-hydroxyphenyl)heptane CC(CC(C)C1=CC=C(C=C1)O)(CC(C)(C1=CC=C(C=C1)O)C)C1=CC=C(C=C1)O